(2R)-2-(4-chlorophenyl)-1-(4-((5R,7R)-7-hydroxy-5-methyl-6,7-dihydro-5H-cyclopenta[d]pyrimidin-4-yl)piperazin-1-yl)-4-(2-hydroxypropylamino)butan-1-one ClC1=CC=C(C=C1)[C@H](C(=O)N1CCN(CC1)C=1C2=C(N=CN1)[C@@H](C[C@H]2C)O)CCNCC(C)O